ClC1=C(C2=C(C=3C=NC(=NC13)SCC)COC2)C2=NC=C(C1=C2C(=C(S1)NC(OC(C)(C)C)=O)C#N)F tert-Butyl (4-(5-chloro-3-(ethylthio)-7,9-dihydrofuro[3,4-f]quinazolin-6-yl)-3-cyano-7-fluorothieno[3,2-c]pyridin-2-yl)carbamate